ClC1=NN(C(C=2N1C=C(C2)CC)=O)CC(=O)OCC ethyl 2-(4-chloro-7-ethyl-1-oxopyrrolo[1,2-d][1,2,4]triazin-2(1H)-yl)acetate